C(C1=CC=CC=C1)NC(C(=O)[O-])C(C)([N+](=O)[O-])C 2-(benzylamino)-3-methyl-3-nitrobutanoate